C(#N)C1=CC=2N(N=C1)C(=CC2)C2=CC(=C(C=N2)C2=NN=C(S2)C21CCC(C2)(C1)NC(C)=O)NC(C)C N-(4-(5-(6-(3-cyanopyrrolo[1,2-b]pyridazin-7-yl)-4-(isopropylamino)pyridin-3-yl)-1,3,4-thiadiazol-2-yl)bicyclo[2.1.1]hexan-1-yl)acetamide